Sodium oxalate borate B([O-])(O)O.C(C(=O)O)(=O)O.[Na+]